C1(=CC=CC=C1)[C@@H]1C[C@H](NC1)C(=O)O (2S,4S)-4-PhenylProline